4,4-difluoro-N-(6-(1-methyl-1H-1,2,3-triazol-5-yl)isoquinolin-3-yl)cyclohexane-1-carboxamide FC1(CCC(CC1)C(=O)NC=1N=CC2=CC=C(C=C2C1)C1=CN=NN1C)F